(S)-2-(3-(3,3-difluoro-1-((4-methyl-4H-1,2,4-triazol-3-yl)methyl)cyclobutyl)phenyl)-6-((3-ethyl-4-methylpiperazin-1-yl)methyl)-4-(trifluoromethyl)isoindolin-1-one FC1(CC(C1)(CC1=NN=CN1C)C=1C=C(C=CC1)N1C(C2=CC(=CC(=C2C1)C(F)(F)F)CN1C[C@@H](N(CC1)C)CC)=O)F